C(CC)OCCOCCOC=C(C)C1=CC=C(C=C1)C(=C)COCCOCCOCCC 1-(1-(2-(2-propoxyethoxy)ethoxy)prop-1-en-2-yl)-4-(3-(2-(2-propoxyethoxy)ethoxy)prop-1-en-2-yl)benzene